5-Trifluoromethylthiopentyl-[4-chloro-2-fluoro-5-(2,2,2-trifluoroethylsulfinyl) phenyl] ether FC(SCCCCCOC1=C(C=C(C(=C1)S(=O)CC(F)(F)F)Cl)F)(F)F